2-Amino-N-((4,6-dimethyl-2-oxo-1,2-dihydropyridin-3-yl)methyl)-1-(3-hydroxy-2,6-dimethylphenyl)-5,6-dimethyl-1H-pyrrolo[2,3-b]pyridine-3-carboxamide NC1=C(C=2C(=NC(=C(C2)C)C)N1C1=C(C(=CC=C1C)O)C)C(=O)NCC=1C(NC(=CC1C)C)=O